methyl 5-amino-6-(((1-ethyl-1H-imidazol-5-yl)methyl)amino)picolinate NC=1C=CC(=NC1NCC1=CN=CN1CC)C(=O)OC